N1=C(C=CC=C1)C(=O)OCO[Si](C)(C)C(C)(C)C (((tert-butyldimethylsilyl) oxy) methyl) picolinate